(R)-5-((((6-(3-(2-(3-(((1-acetylazetidin-3-yl)amino)methyl)-1-methyl-1H-indol-6-yl)-3-chloropyridin-4-yl)-2-chlorophenyl)-2-methoxypyridin-3-yl)methyl)amino)methyl)pyrrolidin-2-one C(C)(=O)N1CC(C1)NCC1=CN(C2=CC(=CC=C12)C1=NC=CC(=C1Cl)C=1C(=C(C=CC1)C1=CC=C(C(=N1)OC)CNC[C@H]1CCC(N1)=O)Cl)C